FC(OC1=NC=CC(=C1)CNC(=O)NCC(C)(C)F)F 1-[[2-(difluoro-methoxy)pyridin-4-yl]methyl]-3-(2-fluoro-2-methylpropyl)urea